C#CC Prop-1-yne